3-isopropyl-6-(piperidin-3-ylthio)-N-(2-(trifluoromethoxy)benzyl)imidazo[1,2-b]pyridazin-8-amine C(C)(C)C1=CN=C2N1N=C(C=C2NCC2=C(C=CC=C2)OC(F)(F)F)SC2CNCCC2